(N-[4-amino-5-(4-benzyloxybenzoyl)thiazol-2-yl]-4-chloro-3-fluoro-anilino)propanamide NC=1N=C(SC1C(C1=CC=C(C=C1)OCC1=CC=CC=C1)=O)N(C1=CC(=C(C=C1)Cl)F)C(C(=O)N)C